[2H]C1=C(C(=C(C(=C1C[C@@H](C(=O)O)N)[2H])[2H])O)[2H] L-Tyrosine-D4